NC1=NC(=NC=2N1N=C(N2)C=2OC=CC2)N2C[C@@H](CCC2)CN2CCN(CC2)C=2C=CC(=C(C(=O)OC)C2)C#N Methyl (S)-5-(4-((1-(7-amino-2-(furan-2-yl)-[1,2,4]triazolo[1,5-a][1,3,5]triazin-5-yl) piperidin-3-yl) methyl) piperazin-1-yl)-2-cyanobenzoate